CN(C)CCN1CCCCC1 N-Dimethylaminoethylpiperidin